2-(4-(1-(benzo[d][1,3]dioxol-5-yl)ethyl)piperazin-1-yl)pyrimidine O1COC2=C1C=CC(=C2)C(C)N2CCN(CC2)C2=NC=CC=N2